[O-]S(=O)(=O)C(F)(F)F.C1(=CC=CC=C1)[Sn+3].[O-]S(=O)(=O)C(F)(F)F.[O-]S(=O)(=O)C(F)(F)F phenyl-tin triflate